1-(4-phenylsulfanyl-phenyl)-octane-1,2-dione-2-oxime benzoate C(C1=CC=CC=C1)(=O)O.C1(=CC=CC=C1)SC1=CC=C(C=C1)C(C(CCCCCC)=NO)=O